N2-((3R,4S)-3-Fluoro-1-(oxetan-3-yl)piperidin-4-yl)-N4-methyl-5-(3-(2,2,2-trifluoroethyl)-3H-imidazo[4,5-b]pyridin-5-yl)pyrrolo[2,1-f][1,2,4]triazine-2,4-diamine F[C@@H]1CN(CC[C@@H]1NC1=NN2C(C(=N1)NC)=C(C=C2)C2=CC=C1C(=N2)N(C=N1)CC(F)(F)F)C1COC1